1-bromo-8-chloro-naphthalene BrC1=CC=CC2=CC=CC(=C12)Cl